C1(CCCC1)N1C2=NC=NC(=C2NC1=O)N(CC1=CC=CC=C1)CC1=CC=CC=C1 9-cyclopentyl-6-(dibenzylamino)-7,9-dihydro-8H-purin-8-one